O=CC(=O)OC=1OC=CC1 oxoacetoxyfuran